FC(F)SC1=NC=CC(=C1)CNC(=O)NC1CC(C1)C(F)(F)F 1-[[2-(difluoromethyl-sulfanyl)pyridin-4-yl]methyl]-3-[(1r,3r)-3-(trifluoromethyl)cyclobutyl]urea